C(C1=CC=CC=C1)N1[C@H](CN[C@@H](C1)C)CCO 2-[(2S,5R)-1-Benzyl-5-methyl-piperazin-2-yl]ethanol